FC(CNC(C1=CN=CC=C1)=O)C(C)(C)O N-(2-fluoro-3-hydroxy-3-methylbutyl)nicotinamide